COC=1C=C2C=CC(=CC2=CC1)NN=C(C1=CC=CC=C1)C1=CC=CC=C1 N-(6-methoxy-2-naphthyl)benzophenone hydrazone